C(CCCCCCCCCCC\C=C/C\C=C/CCCCC)(=O)O (13Z,16Z)-13,16-Docosadienoic acid